FC1=NC2=CC=C(C=C2C(N1)=O)F 2,6-difluoro-quinazolin-4(3H)-one